methyl O-acetyl-N-(O-acetyl-N-(2-(4-((tert-butoxycarbonyl)amino)phenyl)oxazole-4-carbonyl)-L-seryl)-L-serinate C(C)(=O)OC[C@H](NC([C@@H](NC(=O)C=1N=C(OC1)C1=CC=C(C=C1)NC(=O)OC(C)(C)C)COC(C)=O)=O)C(=O)OC